NC1=NC=2C=CC=CC2C2=C1N=C(N2CC2=CC=C(C=C2)NC(CCNC([O-])=O)=O)CCCC (3-((4-((4-amino-2-butyl-1H-imidazo[4,5-c]quinolin-1-yl)methyl)phenyl)amino)-3-oxopropyl)carbamate